C(C1=CC=CC=C1)OCC1=NN(C(N1CC)=O)C=1C=C2C(=CN(C(C2=CC1F)=O)C1=C(C=CC=C1F)Cl)C1(CC1)C 6-(3-((benzyloxy)methyl)-4-ethyl-5-oxo-4,5-dihydro-1H-1,2,4-triazol-1-yl)-2-(2-chloro-6-fluorophenyl)-7-fluoro-4-(1-methylcyclopropyl)isoquinolin-1(2H)-one